4-(5-(4-(5-(Difluoromethyl)-1,3,4-oxadiazol-2-yl)-3-fluorobenzyl)-1,2,4-oxadiazol-3-yl)aniline FC(C1=NN=C(O1)C1=C(C=C(CC2=NC(=NO2)C2=CC=C(N)C=C2)C=C1)F)F